trimethoxypropyl-oleoyl-diethylenetriamine COC(CCN(CCNCCN)C(CCCCCCC\C=C/CCCCCCCC)=O)(OC)OC